ClC1=CC2=C(N=N1)NC1=C2OCC1 3-Chloro-7,8-dihydro-6H-furo[2',3':4,5]pyrrolo[2,3-c]pyridazine